5,6,7,8-tetrahydro-1,7-naphthyridine-2-carboxylic acid ethyl ester C(C)OC(=O)C1=NC=2CNCCC2C=C1